bis(n-butyl-n-propylamino)butylvinylsilane C(CCC)N(CCC)C(CCCC=C[SiH3])N(CCCC)CCC